ClC=1C(=C(C(=CC1)F)C1=C(C(=NN(C1=O)C)C)OC(C(C)C)=O)\C=C\C1=CC=C(C=C1)N1N=CN=C1 2-Methylpropanoic acid [5-[3-chloro-6-fluoro-2-[(E)-2-[4-(1,2,4-triazol-1-yl) phenyl] vinyl] phenyl]-1,3-dimethyl-6-oxo-pyridazin-4-yl] ester